COC=1C=C(C=CC1N1N=C(N=C1)C)NC1=NN2C(N(CCC2)C2=C(C(=C(C=C2)F)F)F)=N1 N-[3-methoxy-4-(3-methyl-1,2,4-triazol-1-yl)phenyl]-4-(2,3,4-trifluorophenyl)-6,7-dihydro-5H-[1,2,4]triazolo[1,5-a]pyrimidin-2-amine